2-phenyl-4-[(trimethylsilyl)ethynyl]pyrimidine C1(=CC=CC=C1)C1=NC=CC(=N1)C#C[Si](C)(C)C